CC1=NOC(=C1)CN 1-(3-methylisoxazol-5-yl)methylamine